7α,25-dihydroxycholesterol-d6 O[C@H]1[C@H]2[C@@H]3CC[C@H]([C@@H](CCCC(C([2H])([2H])[2H])(C([2H])([2H])[2H])O)C)[C@]3(CC[C@@H]2[C@]2(CC[C@@H](CC2=C1)O)C)C